4-(dimethoxymethyl)-1-(4-((1R,2S)-2-phenyl-1,2,3,4-tetrahydronaphthalen-1-yl)phenyl)piperidine COC(C1CCN(CC1)C1=CC=C(C=C1)[C@H]1[C@H](CCC2=CC=CC=C12)C1=CC=CC=C1)OC